ClC=1C(=NC=NC1)C(=O)N[C@H](C(=O)O)CCN(CCCCC1=NC=2NCCCC2C=C1)CCOC1=CC=CC=C1 (S)-2-(5-chloropyrimidine-4-carboxamido)-4-((2-phenoxyethyl)(4-(5,6,7,8-tetrahydro-1,8-naphthyridin-2-yl)butyl)amino)butanoic acid